C(C)(C)(C)OC=1C=C(C=CC1OC(C)(C)C)[SH2+] (3,4-di-t-butoxyphenyl)sulfonium